C12CCC(CC1)N2C=O (7-azabicyclo[2.2.1]heptan-7-yl)methanone